1-(3-carbonyl-2,3-dihydro-1H-benzo[des]cinnolin-7-yl)-5-(trifluoromethyl)-N-(2-(trifluoromethyl)pyridin-4-yl)-1H-pyrazole-4-carboxamide C(=O)=C1NNC2=C(C=C3CC2=C1C=C3)N3N=CC(=C3C(F)(F)F)C(=O)NC3=CC(=NC=C3)C(F)(F)F